OC1=CC=CC=2N(C(N(C21)CCCC(F)(F)F)=O)C 4-Hydroxy-1-methyl-3-(4,4,4-trifluorobutyl)-1,3-dihydro-2H-benzo[d]imidazol-2-one